(2-cyanomethylbenzyl)amino-1H-pyrrole-2-carboxylic acid ethyl ester C(C)OC(=O)C=1N(C=CC1)NCC1=C(C=CC=C1)CC#N